FC=1C=CC(=C(C1)C(CO)OC1CCOCC1)OC 2-(5-fluoro-2-methoxyphenyl)-2-((tetrahydro-2H-pyran-4-yl)oxy)ethanol